C(C)(=O)NC=1C=C(C(=C(C(=O)O)C1)N1N=CC=N1)F 5-acetamido-3-fluoro-2-(2H-1,2,3-triazol-2-yl)benzoic acid